(1R,2R)-2-(5-fluoro-1H-benzo[d]imidazol-2-yl)-N-(4-pyrazin-2-ylphenyl)cyclopropanecarboxamide FC1=CC2=C(NC(=N2)[C@H]2[C@@H](C2)C(=O)NC2=CC=C(C=C2)C2=NC=CN=C2)C=C1